N(=[N+]=[N-])CC1=CC(=C(C#N)C(=C1)OC)OC 4-(azidomethyl)-2,6-dimethoxybenzonitrile